CC1(CCC=2C(=NNC2C1)C=1NC2=CC(=CC=C2C1)C(=O)N1[C@@H](CN(CC1)CC1CCN(CC1)C1=CC=C(C=N1)N1C(CCCC1=O)=O)C)C (6-(4-(((R)-4-(2-(6,6-dimethyl-4,5,6,7-tetrahydro-1H-indazol-3-yl)-1H-indole-6-carbonyl)-3-methylpiperazin-1-yl)methyl)piperidin-1-yl)pyridin-3-yl)piperidine-2,6-dione